BrC1=CC=C(C=N1)C1=C(C(=O)NO)C=CC=C1 (6-bromopyridin-3-yl)-N-hydroxybenzamide